2-Boc-hexahydropyrrolo[3,4-C]pyrrole C(=O)(OC(C)(C)C)N1CC2CNCC2C1